(3-amino-5-fluoro-6-(pyrrolidin-1-yl)-1H-pyrazolo[3,4-b]pyridin-1-yl)(2-methoxyphenyl)methanone NC1=NN(C2=NC(=C(C=C21)F)N2CCCC2)C(=O)C2=C(C=CC=C2)OC